5-[6-Chloro-9-(2,2,2-trifluoro-ethyl)-9H-pyrido[3,4-b]indol-8-yl]-pyrimidin-2-ylamine ClC=1C=C2C3=C(N(C2=C(C1)C=1C=NC(=NC1)N)CC(F)(F)F)C=NC=C3